C(C)(C)(C)OC(=O)N1CC(N(CC1)CC=1SC=CN1)C.C1(CCCC1)NC1=C(C=CC(=N1)C(CCC)=O)NC(C)CC 1-[6-(Cyclopentylamino)-5-(sec-butylamino)-2-pyridinyl]butan-1-one tert-Butyl-3-methyl-4-(1,3-thiazol-2-ylmethyl)piperazine-1-carboxylate